2-oxo-2-(pyrrolidin-1-yl)ethyl-4-{2-[2-(difluoromethyl)-4-methoxy-1H-benzo[d]imidazol-1-yl]-6-morpholinopyrimidin-4-yl}piperazine O=C(CN1CCN(CC1)C1=NC(=NC(=C1)N1CCOCC1)N1C(=NC2=C1C=CC=C2OC)C(F)F)N2CCCC2